S1N=CC=CC=C1.[Na] sodium thiazepine